2-O-hexyl-3-O-(2-hydroxyisobutyl)ascorbic acid C(CCCCC)OC=1C(=O)O[C@@H](C1OCC(C)(C)O)[C@@H](O)CO